3,3-difluoro-2,2-dimethyl-1-[(2S,5S)-7-methyl-2,3-dihydro-2,5-methano-1,4-benzoxazepin-4(5H)-yl]propan-1-one FC(C(C(=O)N1C[C@H]2OC3=C([C@@H]1C2)C=C(C=C3)C)(C)C)F